N1C=C(C2=CC=CC=C12)CCNC=1C2=C(N=C(N1)C=1C=NC=C(C1)F)CN(CC2)S(=O)(=O)N(C)C 4-((2-(1H-indol-3-yl)ethyl)amino)-2-(5-fluoropyridin-3-yl)-N,N-dimethyl-5,8-dihydropyrido[3,4-d]pyrimidine-7(6H)-sulfonamide